2,2'-dicarboxybiphenyl C(=O)(O)C1=C(C=CC=C1)C1=C(C=CC=C1)C(=O)O